ClC1=CC=C(C=C1)C=1C(=CC=CC1)C(=O)N1C2CNC(C1)C2 5-(4'-chloro-[1,1'-biphenyl]-2-carbonyl)-2,5-diazabicyclo[2.2.1]heptane